CC1(CCC(CC1)NC1=NN2C(C(=N1)OC)=C(C(=C2)F)C2=CC=1N(C=C2)N=CC1C(=O)NC)C 5-(2-((4,4-dimethylcyclohexyl)amino)-6-fluoro-4-methoxypyrrolo[2,1-f][1,2,4]triazin-5-yl)-N-methylpyrazolo[1,5-a]pyridine-3-carboxamide